NC1=C(C=C(C=C1)F)NC(CCCCCNC(C1=C(C=CC(=C1)CC1=NNC(C2=CC=CC=C12)=O)F)=O)=O N-(6-((2-amino-5-fluorophenyl)amino)-6-oxohexyl)-2-fluoro-5-((4-oxo-3,4-dihydro-phthalazin-1-yl)methyl)benzamide